C1(CCCC1)N1N=C(C=C1C1=C(C=CC=C1OC)OC)C(=O)N[C@H](CC(=O)O)CCNCC1=CC=NC=C1 (3S)-3-{[1-cyclopentyl-5-(2,6-dimethoxyphenyl)-1H-pyrazol-3-yl]formamido}-5-[(pyridin-4-ylmethyl)amino]pentanoic acid